C(C)(=O)C=1C=CC(=NC1)N1N=CC(=C1)S(=O)(=O)NC=1C=CC=C2C=NN(C12)C 1-(5-acetylpyridin-2-yl)-N-(1-methylindazol-7-yl)pyrazole-4-sulfonamide